BrC=1C(=NC(=NC1)NC1=C(C=C(C(=C1)C)N1CCC(CC1)N1CCN(CC1)C)OC)NC1=CC2=C(CCO2)C=C1N(S(=O)(=O)C1CC1)C N-(6-((5-bromo-2-((2-methoxy-5-methyl-4-(4-(4-methylpiperazin-1-yl)piperidin-1-yl)phenyl)Amino)pyrimidin-4-yl)amino)-2,3-dihydrobenzofuran-5-yl)-N-methylcyclopropanesulfonamide